(3R)-N-(3-{5-[Bis(2H3)methylamino]-2H-pyrazolo[3,4-b]pyridin-2-yl}-4-fluorophenyl)-3-fluoropyrrolidin-1-carboxamid C([2H])([2H])([2H])N(C1=CC=2C(N=C1)=NN(C2)C=2C=C(C=CC2F)NC(=O)N2C[C@@H](CC2)F)C([2H])([2H])[2H]